2-amino-3-methoxy-N-((R)-3-phenoxy-1-(4,4,5,5-tetramethyl-1,3,2-dioxaborolan-2-yl)propyl)butanamide hydrochloride Cl.NC(C(=O)N[C@@H](CCOC1=CC=CC=C1)B1OC(C(O1)(C)C)(C)C)C(C)OC